(S)-4-(2-((3-aminopyrrolidin-1-yl)methyl)-1-(cyclopropylmethyl)-5-(3,4,5-trimethylphenyl)-1H-pyrrolo[2,3-c]pyridin-4-yl)-2-fluorobenzonitrile N[C@@H]1CN(CC1)CC1=CC=2C(=CN=C(C2C2=CC(=C(C#N)C=C2)F)C2=CC(=C(C(=C2)C)C)C)N1CC1CC1